di(2-hydroxyethyl)-5,5-dimethylhydantoin OCCN1C(N(C(C1=O)(C)C)CCO)=O